tert-Butyl(4-(1-(2-methyl-5-((1-methylazetidin-2-yl)methoxy)benzamido)cyclopropyl)naphthalen-2-yl)carbamate C(C)(C)(C)OC(NC1=CC2=CC=CC=C2C(=C1)C1(CC1)NC(C1=C(C=CC(=C1)OCC1N(CC1)C)C)=O)=O